6-Ethyl-2,4-dimethyl-8-(m-tolylthio)pyrimido[4,5-c]isoquinoline-1,3,7,10(2H,4H)-tetraone C(C)C1=NC2=C(C=3C(C=C(C(C13)=O)SC=1C=C(C=CC1)C)=O)C(N(C(N2C)=O)C)=O